BrC=1C=C(C=CC1)C(CC1=NN=CN1C)C 2-(3-bromophenyl)-1-(4-methyl-4H-1,2,4-triazol-3-yl)propan